4-(4-amino-1-(2-hydroxy-2-methylpropyl)-1H-pyrazolo[3,4-d]pyrimidin-3-yl)-2-fluorophenyl-3-(3-(tert-butyl)isoxazol-5-yl)urea NC1=C2C(=NC=N1)N(N=C2C2=CC(=C(C=C2)NC(=O)NC2=CC(=NO2)C(C)(C)C)F)CC(C)(C)O